5-acetyl-3-(4-methoxyphenyl)-7-methylquinolin-2(1H)-one C(C)(=O)C1=C2C=C(C(NC2=CC(=C1)C)=O)C1=CC=C(C=C1)OC